COC1=C(C(=O)C2=CC=C(OCC(O)N3CCC(CC3)CCCC3=CC=NC=C3)C=C2)C=CC(=C1)OC 2-[4-(2,4-dimethoxy-benzoyl)-phenoxy]-1-[4-(3-pyridin-4-yl-propyl)-piperidin-1-yl]-ethanol